methyl terephthalate methyl-p-trifluoromethylbenzoate COC(C1=CC=C(C=C1)C(F)(F)F)=O.C(C1=CC=C(C(=O)O)C=C1)(=O)OC